O1CCN(CC1)C1=CC=C(C=C1)NC1=NC=CC(=N1)OC[C@H]1C[C@H](CC1)NC(C)=O N-((1S,3R)-3-(((2-((4-morpholinophenyl)amino)pyrimidin-4-yl)oxy)methyl)cyclopentyl)acetamide